3,5-dichlorothiophenol ClC=1C=C(C=C(C1)Cl)S